ClC1=CC(=C(C=C1)C1=NC(=NC2=NC(=C(N=C12)C)C)N1C[C@H](OCC1)C=1C=NC(=NC1)C)F 4-(4-chloro-2-fluorophenyl)-6,7-dimethyl-2-((2R)-2-(2-methyl-5-pyrimidinyl)-4-morpholinyl)pteridine